ClC=1N=C2C(=CC=NC2=C(C1)CN1CCCC1)OS(=O)(=O)C(F)(F)F trifluoro-methanesulfonic acid 6-chloro-8-(pyrrolidin-1-ylmethyl)-1,5-naphthyridin-4-yl ester